BrCC(C(CCS(=O)(=O)CCC#C)C1=C(C(=CC=C1)Br)F)=O 1-bromo-3-(3-bromo-2-fluorophenyl)-5-(but-3-yn-1-ylsulfonyl)pentan-2-one